P(=O)(O)(O)O.OCC(O)CO glycerine, phosphate salt